N-(4-(4-Amino-1-(oxetan-3-yl)-1H-pyrazolo[3,4-d]pyrimidin-3-yl)phenyl)-2-(4-Chlorophenyl)-6-isopropyl-3-oxo-2,3-dihydropyridazine-4-carboxamide NC1=C2C(=NC=N1)N(N=C2C2=CC=C(C=C2)NC(=O)C=2C(N(N=C(C2)C(C)C)C2=CC=C(C=C2)Cl)=O)C2COC2